C(C)(C)(C)N1N=C(C=C1NC1=CN=CC(=N1)C(=O)O)[C@@H]1C[C@@H](CC1)O 6-((1-(tert-butyl)-3-((1S,3R)-3-hydroxycyclopentyl)-1H-pyrazol-5-yl)amino)pyrazine-2-carboxylic acid